Dibutyl-(amino)germanium hydride C(CCC)[GeH](N)CCCC